COC1=CC=C(C(=O)N2CC(C2)S(=O)(=O)N2C3=C(OCC2)C(=CN=C3)C3=CC=C(C#N)C=C3)C=C1 4-(4-((1-(4-Methoxybenzoyl)azetidin-3-yl)sulfonyl)-3,4-dihydro-2H-pyrido[4,3-b][1,4]oxazin-8-yl)benzonitrile